(18Z,21Z)-N,N-dimethylheptacosane-18,21-dien-8-amine CN(C(CCCCCCC)CCCCCCCCC\C=C/C\C=C/CCCCC)C